Propyl 7-{[2-(4-chlorophenyl) imidazo[1,2-a]pyridin-3-yl] methyl}-3-oxa-7,9-diazabicyclo[3.3.1]nonane-9-carboxylate ClC1=CC=C(C=C1)C=1N=C2N(C=CC=C2)C1CN1CC2COCC(C1)N2C(=O)OCCC